1-[(2-chloro-5-oxido-6,7-dihydro-thieno[3,2-d]pyrimidin-5-ium-4-yl)amino]cyclopropanecarbonitrile ClC=1N=C(C2=C(N1)CC[S+]2[O-])NC2(CC2)C#N